CC(C#N)(C)C=1C=CC=2N(C1)N=CC2 2-methyl-2-pyrazolo[1,5-a]pyridin-6-yl-propanenitrile